(R)-4-((1-(3-(difluoromethyl)-2-fluorophenyl)ethyl)amino)-6-(1-(fluoromethyl)cyclopropyl)-2-Methyl-8-(oxetan-3-ylamino)pyrido[4,3-d]pyrimidin-7(6H)-one FC(C=1C(=C(C=CC1)[C@@H](C)NC=1C=2C(N=C(N1)C)=C(C(N(C2)C2(CC2)CF)=O)NC2COC2)F)F